4-cyclopropyl-3-morpholinone C1(CC1)N1C(COCC1)=O